FC1=C(OC2=C(C=NN2CC)C(=O)O)C(=CC(=C1)C)F 5-(2,6-difluoro-4-methylphenoxy)-1-ethylpyrazole-4-carboxylic acid